1-((5-chloro-1-methyl-1H-indol-2-yl)methyl)-3,7-dimethyl-8-(pyrimidin-4-ylamino)-1H-purine-2,6(3H,7H)-dione ClC=1C=C2C=C(N(C2=CC1)C)CN1C(N(C=2N=C(N(C2C1=O)C)NC1=NC=NC=C1)C)=O